C(#N)[C@H]1N(CSC1)C(CNC(=O)C1=CC=NC2=CC=C(C=C12)N1[C@H](COCCC1)C)=O N-(2-((R)-4-Cyanothiazolidin-3-yl)-2-oxoethyl)-6-((S)-3-methyl-1,4-oxazepan-4-yl)quinoline-4-carboxamide